C(C)(C)(C)OC(=O)N1CC(C2=NC(=C(C=C21)CC2=CC=C(C=C2)F)Br)(C)C tert-butyl-5-bromo-6-(4-fluorobenzyl)-3,3-dimethyl-2,3-dihydro-1H-pyrrolo[3,2-b]pyridine-1-carboxylate